COC=1C=C2C(=NC(=NC2=C2C1OC(C2)C)C)N[C@H](C)C2=CC(=CC(=C2)C(F)(F)F)[N+](=O)[O-] 6-methoxy-2,8-dimethyl-N-((R)-1-(3-nitro-5-(trifluoromethyl)phenyl)ethyl)-8,9-dihydrofuro[2,3-h]quinazolin-4-amine